1,6-diphenylcarbazole C1(=CC=CC=C1)C1=CC=CC=2C3=CC(=CC=C3NC12)C1=CC=CC=C1